4-(4-(5-(1,3-dioxolan-2-yl)thiophen-2-yl)but-3-yn-1-yl)morpholin O1C(OCC1)C1=CC=C(S1)C#CCCN1CCOCC1